1-methoxy-2-propyl sulfate S(=O)(=O)(OC(COC)C)[O-]